Methyl (2-((S)-5-oxo-1-(2,3,5-trifluorobenzyl)pyrrolidin-2-yl)acetyl)-L-valylglycinate O=C1CC[C@H](N1CC1=C(C(=CC(=C1)F)F)F)CC(=O)N[C@@H](C(C)C)C(=O)NCC(=O)OC